C1(CC1)C1=CC=CC(=N1)NC1=CC=C2C=CNC2=C1 N-(6-cyclopropylpyridin-2-yl)-1H-indol-6-amine